Tert-Butyl (5-((5-aminopentyl)oxy)pentyl)carbamate NCCCCCOCCCCCNC(OC(C)(C)C)=O